C(C)C(C(=O)O)CCCC.C(CCCCC)(=O)OCC ethyl n-hexanoate (Ethyl caproate)